C(C=C)OC(C(CCN1N(C[C@H]2[C@@H]1C(CN2C(=O)OC(C)(C)C)(F)F)C(N)=O)(C)C)=O (cis)-tert-butyl 1-(4-(allyloxy)-3,3-dimethyl-4-oxobutyl)-2-carbamoyl-6,6-difluorohexahydropyrrolo[3,2-c]pyrazole-4(2H)-carboxylate